ClC=1C=C2C(=CN=C(C2=CN1)N1[C@@H]([C@H](C1)OC)C)C(C)C 6-chloro-4-isopropyl-1-((2R,3S)-3-methoxy-2-methylazetidin-1-yl)-2,7-naphthyridine